C(=CC)N1[C@@H](CCCC1)C=1N(C(=C(N1)C1=CC=C(C=C1)C(NC1=NC=CC(=C1)Cl)=O)C(=O)N)N (S)-2-(1-propenylpiperidin-2-yl)-1-amino-4-(4-((4-chloropyridin-2-yl)carbamoyl)phenyl)-1H-imidazole-5-carboxamide